N(=[N+]=[N-])CCOC[C@]1(C[C@H](N(C1)C(CNC(C1=CC=C(C=C1)OC1=CC=C(C=C1)F)=O)=O)C(=O)N[C@H](C)C1=CC(=CS1)C(=N)NC(OC(C)(C)C)=O)F tert-butyl ((5-((R)-1-((2S,4R)-4-((2-azidoethoxy) methyl)-4-fluoro-1-((4-(4-fluorophenoxy)benzoyl)glycyl)pyrrolidine-2-carboxamido)ethyl)thiophen-3-yl)(imino)methyl)carbamate